bis(octadecyl)phosphinic acid C(CCCCCCCCCCCCCCCCC)P(O)(=O)CCCCCCCCCCCCCCCCCC